C(C=CCCC(=O)[O-])(=O)[O-] hexa-2-enedioate